1-(o-chlorophenyl)ethyl methacrylate C(C(=C)C)(=O)OC(C)C1=C(C=CC=C1)Cl